trihydroxyStyrene OC(=C(O)O)C1=CC=CC=C1